C(C1=CC=CC=C1)O[C@@H]1[C@@H](N(C[C@@H]([C@H]1OCC1=CC=CC=C1)OCC1=CC=CC=C1)CCC1=C(C=C(C=C1F)OCCCC)F)COCC1=CC=CC=C1 (2S,3R,4R,5S)-3,4,5-tris(benzyloxy)-2-((benzyloxy)methyl)-1-(4-butoxy-2,6-difluorophenylethyl)piperidine